Carbamoyl-iron C(N)(=O)[Fe]